2-((4-Bromophenoxy)methyl)-2-fluoro-1,4-dioxane BrC1=CC=C(OCC2(OCCOC2)F)C=C1